NC1=NC=C(C(=N1)C(F)F)C1=NC(=NC(=N1)N1CCOCC1)N1CCN(CC1)C(CCCCN(C(C=C)=O)C)=O N-(5-(4-(4-(2-amino-4-(difluoromethyl)pyrimidin-5-yl)-6-morpholino-1,3,5-triazin-2-yl)piperazin-1-yl)-5-oxopentyl)-N-methylacrylamide